FC1(CN(CC[C@H]1NC1=NN2C(C(=N1)OC)=C(C(=C2)F)C=2C=CC1=C(N(C(=N1)C)CC(F)F)C2)C2(COC2)[2H])F (R)-N-(3,3-difluoro-1-(oxetan-3-yl-3-d)piperidin-4-yl)-5-(1-(2,2-difluoroethyl)-2-methyl-1H-benzo[d]imidazol-6-yl)-6-fluoro-4-methoxypyrrolo[2,1-f][1,2,4]triazin-2-amine